3-bromo-2,6-dimethyl-5-mercapto-7H-thieno[3,2-b]pyran-7-one BrC1=C(SC2=C1OC(=C(C2=O)C)S)C